2-chloro-1-(3-fluoropyridin-4-yl)ethan-1-one (4S,5R)-methyl-5-(2-fluorophenyl)-2,2-diethyl-1,3-dioxolane-4-carboxylate COC(=O)[C@H]1OC(O[C@@H]1C1=C(C=CC=C1)F)(CC)CC.ClCC(=O)C1=C(C=NC=C1)F